1,3-didodecyl-imidazolium acetate C(C)(=O)[O-].C(CCCCCCCCCCC)N1C=[N+](C=C1)CCCCCCCCCCCC